3-fluoro-4-((1-methyl-1H-benzo[d][1,2,3]triazol-5-yl)oxy)aniline FC=1C=C(N)C=CC1OC1=CC2=C(N(N=N2)C)C=C1